C(C)(C)(C)NC(=O)CN(C=1C2=C(N=C(N1)C1=NC=CC(=C1)OCC(=O)N(C)C)CCC2)C 2-{[2-(4-{[(tert-butylcarbamoyl)methyl](methyl)amino}-5H,6H,7H-cyclopenta[d]pyrimidin-2-yl)pyridin-4-yl]oxy}-N,N-dimethylacetamide